The molecule is a cysteine derivative in which the thiol hydrogen of cysteine is replaced by a 5-acetamido-2-hydroxyphenyl group. It has a role as a human xenobiotic metabolite. It is a cysteine derivative, an organic sulfide, a member of phenols and a member of acetamides. It derives from a paracetamol. It is a tautomer of a S-(5-acetamido-2-hydroxyphenyl)cysteine zwitterion. CC(=O)NC1=CC(=C(C=C1)O)SCC(C(=O)O)N